dimethylhexyldisulfide CC(CCCCC)(C)SSC(CCCCC)(C)C